NC1=NNC2=CC=CC(=C12)C1=CC=C(C=C1)NC(=O)NC1=C(C=CC(=C1)C)F N-[4-(3-amino-1H-indazol-4-yl)phenyl]-N'-(2-fluoro-5-methylphenyl)urea